N1=CC(=CC=C1)C=NO Pyridine-3-formaldoxime